CN1[C@@](CCC1)(C)/C=C/S(=O)(=O)[N-]C(NC1=C2CCCC2=CC=2CCCC12)=O (R,E)-((2-(1,2-dimethylpyrrolidin-2-yl)vinyl)sulfonyl)((1,2,3,5,6,7-hexahydro-s-indacen-4-yl)carbamoyl)amid